COC=1C=C(C=C(C1)OC)C1(CC1)ONC(=O)C1=NC(=CN=C1)C1=CC=C(C=C1)OCC N-(1-(3,5-dimethoxyphenyl)cyclopropoxy)-6-(4-ethoxyphenyl)pyrazine-2-carboxamide